C(C)(=O)OC1=C(C=CC(=C1)C1CCC1)N1N=C2CCNCC3C2=C1CCN3C(=O)[O-] 2-(2-acetoxy-4-cyclobutylphenyl)-2,3,4,5a,6,7,8,9-octahydro-5H-1,2,5,7-tetraazabenzo[cd]azulene-5-carboxylate